C(C)C=1C(=C2C(=NC1C=1SC=CN1)SC(=C2N)S(=O)CCCC)C=2SC=CN2 ethyl-2-(butylsulfinyl)-4,6-bis(thiazol-2-yl)thieno[2,3-b]pyridin-3-amine